2-{2-{4-[(3-methoxyphenyl)carbamoyl]phenyl}-1H-benzimidazole-1-yl}acetic acid COC=1C=C(C=CC1)NC(=O)C1=CC=C(C=C1)C1=NC2=C(N1CC(=O)O)C=CC=C2